i-butyl 5-bromopentanoate BrCCCCC(=O)OCC(C)C